(2S,4R)-1-[(2S)-2-(4-cyclopropyltriazol-1-yl)-3,3-dimethyl-butanoyl]-4-hydroxy-N-(2-isoxazol-5-ylethyl)pyrrolidine-2-carboxamide C1(CC1)C=1N=NN(C1)[C@H](C(=O)N1[C@@H](C[C@H](C1)O)C(=O)NCCC1=CC=NO1)C(C)(C)C